CC1=C(N=NC=C1)C1=CC=C(C=C1)C=1C=CC(=NC1)NC1=CC2=C(OC[C@H]3N2C(CC3)=O)N=C1 (S)-2-((5-(4-(4-methylpyridazin-3-yl)phenyl)pyridin-2-yl)amino)-6,6a,7,8-tetrahydro-9H-pyrido[2,3-b]pyrrolo[1,2-d][1,4]oxazin-9-one